(S)-2-((tert-Butoxycarbonyl)amino)-3-(3-cyclopentyl-4-propoxyphenyl)-propionic acid C(C)(C)(C)OC(=O)N[C@H](C(=O)O)CC1=CC(=C(C=C1)OCCC)C1CCCC1